(E)-5-(2-cyclopropylvinyl)-2-nitropyridine C1(CC1)/C=C/C=1C=CC(=NC1)[N+](=O)[O-]